FC1(CCC(CC1)C(NC(CC=1C=NC(=CC1)OC)=O)C=1OC2=C(N1)C=C(C=C2)C(COC)N2C(NC(C2)C(F)(F)F)=O)F N-((4,4-difluorocyclohexyl)(5-(2-methoxy-1-(2-oxo-4-(trifluoromethyl)imidazolidin-1-yl)ethyl)benzo[d]oxazol-2-yl)methyl)-2-(6-methoxypyridin-3-yl)acetamide